2-[(4-bromo-2-pyridinyl)-methyl-amino]-N-methylacetamide BrC1=CC(=NC=C1)N(CC(=O)NC)C